C(#N)C=1C=NN2C1C(=CC(=C2)C2=CC=C(C(=O)N1CCC(CC1)NC(C=C)=O)C=C2)OC N-(1-(4-(3-cyano-4-methoxypyrazolo[1,5-a]pyridin-6-yl)benzoyl)piperidin-4-yl)acrylamide